C(#N)CCC1(C2=CC=CC=C2C=2C=CC=CC12)CCC#N 9,9-bis-(β-cyanoethyl)fluorene